ClC1=NC(=C2N=CN(C2=N1)C[C@@H]1SC[C@H]([C@H]1O)O)NCC1=CC(=CC=C1)Cl (2S,3R,4S)-2-((2-chloro-6-((3-chlorobenzyl)amino)-9H-purin-9-yl)methyl)tetrahydrothiophene-3,4-diol